4-fluoro-3-nitrobenzaldehyde FC1=C(C=C(C=O)C=C1)[N+](=O)[O-]